C(#N)C[C@@H]1N(CCN(C1)C=1C2=C(N=C(N1)OC[C@H]1N(CCC1)C)C(N(C(=N2)C)C2=CC=CC1=CC=CC(=C21)C=C)=O)C(=O)OCC2=CC=CC=C2 benzyl (S)-2-(cyanomethyl)-4-(6-methyl-2-(((S)-1-methylpyrrolidin-2-yl)methoxy)-8-oxo-7-(8-vinylnaphthalen-1-yl)-7,8-dihydropyrimido[5,4-d]pyrimidin-4-yl)piperazine-1-carboxylate